3,3'-[Oxybis(2,1-ethanediyloxy)]bis-1-propanamine O(CCOCCCN)CCOCCCN